(2-chloro-5-fluoro-4-(6-morpholinopyrrolo[2,1-f][1,2,4]triazin-4-yl)phenyl)methanamine hydrochloride Cl.ClC1=C(C=C(C(=C1)C1=NC=NN2C1=CC(=C2)N2CCOCC2)F)CN